ClC1=C(C(=CC=C1)Cl)CC#N 2,6-Dichlorophenylacetonitril